2,3,5,6-tetrafluoro-p-xylylene ether FC1=C2C(=C(C(=C1F)COC2)F)F